C(=O)O.N[C@H]1CC=CC[C@@H]1C1=C(C2=NC(=CC(=C2S1)NCC=1SC=CC1)Cl)Cl 2-((1s,6s)-6-aminocyclohex-3-en-1-yl)-3,5-dichloro-N-(thiophen-2-ylmethyl)thieno[3,2-b]pyridin-7-amine formate salt